1-vinyl-3-ethyl-imidazole nitrate [N+](=O)(O)[O-].C(=C)N1CN(C=C1)CC